C(C)(C)(C)OC(=O)N1CC2(C1)CN(C[C@H]2C(=O)O)C(=O)C2=CN=CS2 (S)-2-(tert-butoxycarbonyl)-6-(thiazole-5-carbonyl)-2,6-diazaspiro[3.4]Octane-8-carboxylic acid